COC=1C=C2C(=CC=NC2=CC1OC)OC1=CC=C(C=C1)S(=O)(=O)N 4-[(6,7-dimethoxyquinolin-4-yl)oxy]benzene-1-sulfonamide